4-[4-(2-Aminoethyl)phenyl]-3-(6-piperidin-1-ylpyridazin-4-yl)sulfanyl-benzonitrile NCCC1=CC=C(C=C1)C1=C(C=C(C#N)C=C1)SC1=CN=NC(=C1)N1CCCCC1